(2-(4-difluoromethoxy-3-isopropoxyphenyl)oxazol-4-yl)methylamine FC(OC1=C(C=C(C=C1)C=1OC=C(N1)CN)OC(C)C)F